tert-butyl (trans)-2-(3-fluoro-4-(7-(methylcarbamoyl)benzo[d]imidazo[2,1-b]thiazol-2-yl)phenyl)-4-hydroxypyrrolidine-1-carboxylate FC=1C=C(C=CC1C=1N=C2SC3=C(N2C1)C=CC(=C3)C(NC)=O)[C@@H]3N(C[C@H](C3)O)C(=O)OC(C)(C)C